β-methacryloxypropionic acid C(C(=C)C)(=O)OCCC(=O)O